C(C)(C)OC(CC=1NC2=CC=CC=C2C1CCNC(=O)OCC1=CC=CC=C1)=O 2-[3-(2-(Benzyloxycarbonylamino)-ethyl)-1H-indol-2-yl]-acetic acid isopropyl ester